tert-butyl (R)-((3-(2-(4,4-difluoroazepan-1-yl)-5-fluoro-4-methylnicotinamido)phenyl)(methyl)(oxo)-λ6-sulfaneylidene)carbamate FC1(CCN(CCC1)C1=C(C(=O)NC=2C=C(C=CC2)[S@](=O)(C)=NC(OC(C)(C)C)=O)C(=C(C=N1)F)C)F